4-Amino-6-((3-bromo-5-fluorophenyl)amino)-N-(2,3-dihydro-1H-inden-2-yl)-picolinamide NC1=CC(=NC(=C1)NC1=CC(=CC(=C1)F)Br)C(=O)NC1CC2=CC=CC=C2C1